(R)-5-(2-(4,4-Difluorocyclohexyl)-1-(2-methoxypropyl)-1H-benzo[d]imidazol-6-yl)-1,3-dimethylpyridin-2(1H)-one FC1(CCC(CC1)C1=NC2=C(N1C[C@@H](C)OC)C=C(C=C2)C=2C=C(C(N(C2)C)=O)C)F